1-isopropyl-5-(2-methoxy-3-pyridinyl)-N-[(3R)-tetrahydrofuran-3-yl]pyrazolo[4,3-b]pyridin-7-amine C(C)(C)N1N=CC2=NC(=CC(=C21)N[C@H]2COCC2)C=2C(=NC=CC2)OC